tert-butyl (2S)-2-(cyanomethyl)-4-(2,6,8-trifluoro-7-(7-fluoro-3-(methoxymethoxy)-8-((Triisopropylsilyl)ethynyl)naphthalen-1-yl)quinazolin-4-yl)piperazine-1-carboxylate C(#N)C[C@@H]1N(CCN(C1)C1=NC(=NC2=C(C(=C(C=C12)F)C1=CC(=CC2=CC=C(C(=C12)C#C[Si](C(C)C)(C(C)C)C(C)C)F)OCOC)F)F)C(=O)OC(C)(C)C